C(C)(C)(C)OC(=O)NCCCCN N-tert-butoxycarbonyl-1,4-butylenediamine